C(CCC)C=1OC2=C(C1C(C1=CC(=C(C(=C1)I)OCCCl)I)=O)C=CC=C2 2-butyl-3-[3,5-diiodo-4-(2-chloroethoxy)benzoyl]Benzofuran